ethyl 2-(3-chloropyridin-2-yl)-5-oxopyrazolidine-3-carboxylate ClC=1C(=NC=CC1)N1NC(CC1C(=O)OCC)=O